4-(3-Aminophenyl)-2-methoxy-6-phenylpyridine-3-carbonitrile NC=1C=C(C=CC1)C1=C(C(=NC(=C1)C1=CC=CC=C1)OC)C#N